4,6-dichloro-N-(2-(difluoromethyl)-8-methyl-4-oxo-3-((3-(trifluoromethyl)pyridin-2-yl)methyl)-3,4-dihydroquinazolin-5-yl)-5-hydroxypicolinamide ClC1=CC(=NC(=C1O)Cl)C(=O)NC1=C2C(N(C(=NC2=C(C=C1)C)C(F)F)CC1=NC=CC=C1C(F)(F)F)=O